4-[3-chloro-4-(3-fluorobenzyloxy)phenylamino]-6,7-bis[3-(4-morpholinyl)propoxy]quinazoline ClC=1C=C(C=CC1OCC1=CC(=CC=C1)F)NC1=NC=NC2=CC(=C(C=C12)OCCCN1CCOCC1)OCCCN1CCOCC1